C(C)OC(=O)C=1NC2=C(C=CC(=C2C1)NC1=CC(=NC=C1)OC)F 4-((2-methoxypyridin-4-yl)amino)-7-fluoro-1H-indole-2-carboxylic acid ethyl ester